1-[(3S,5R)-5-(methoxymethyl)-1-(prop-2-enoyl)pyrrolidin-3-yl]-5-(methylamino)pyrazole-4-carboxamide COC[C@H]1C[C@@H](CN1C(C=C)=O)N1N=CC(=C1NC)C(=O)N